(-)-6-{[(trans)-4-(4-methoxyphenyl)-2-methyl-1-(2-phenylethyl)piperidin-3-yl]methoxy}-2,3-dihydro-1H-isoindol-1-one COC1=CC=C(C=C1)C1C(C(N(CC1)CCC1=CC=CC=C1)C)COC1=CC=C2CNC(C2=C1)=O